2-(4-fluorophenoxy)-N-((2S,5R)-2-(5-(3-cis-(trifluoromethoxy)cyclobutyl)-1,3,4-oxadiazol-2-yl)-3-oxabicyclo[4.1.0]hept-5-yl)acetamide FC1=CC=C(OCC(=O)N[C@H]2CO[C@@H](C3CC23)C=2OC(=NN2)C2(CCC2)OC(F)(F)F)C=C1